2-(3-oxabicyclo[4.1.0]heptan-7-yl)-7-methoxy-N-(6-methoxypyridin-2-yl)imidazo[1,2-a]pyridine-6-carboxamide C12COCCC2C1C=1N=C2N(C=C(C(=C2)OC)C(=O)NC2=NC(=CC=C2)OC)C1